N-(2-aminoethyl)acrylamidotrimethylammonium chloride [Cl-].NCCC=CC(=O)N[N+](C)(C)C